8-((2S,5S)-4-((4-cyanophenyl)(4-fluorophenyl)methyl)-5-(methoxymethyl)-2-methylpiperazin-1-yl)-5-methyl-6-oxo-5,6-dihydro-1,5-naphthyridine-2-carbonitrile C(#N)C1=CC=C(C=C1)C(N1C[C@@H](N(C[C@H]1COC)C1=CC(N(C=2C=CC(=NC12)C#N)C)=O)C)C1=CC=C(C=C1)F